C1(CCCC1)OC1=C(C=C(C=C1)NC(=O)C1=CN(C2=CC(=CC=C12)C1=NN=NN1)C)F N-(4-(cyclopentyloxy)-3-fluorophenyl)-1-methyl-6-(1H-tetrazol-5-yl)-1H-indole-3-carboxamide